ClC1=C(C=C(C=C1)[C@@H]1O[C@@H]([C@H]([C@@H]([C@H]1O)O)O)CO)CC1=CC=C(C=C1)OC(C([2H])([2H])[2H])([2H])[2H] (2S,3R,4R,5S,6R)-2-(4-chloro-3-(4-(ethoxy-d5)benzyl)phenyl)-6-(hydroxymethyl)tetrahydro-2H-pyran-3,4,5-triol